2,2'-dimethyl-3,5'-diaminobiphenyl 1-((1-ethyl-1H-imidazol-5-yl)methyl)-4-fluoro-1H-benzo[d]imidazole-6-carboxylate C(C)N1C=NC=C1CN1C=NC2=C1C=C(C=C2F)C(=O)O.CC2=C(C=CC=C2N)C2=C(C=CC(=C2)N)C